C(CCCCCCCCCCC)(=O)O[C@@H](C\C=C/CCCCCCCCOC(CCC(=O)O)=O)CCCCCC (R,Z)-4-((12-(Lauroyloxy)octadec-9-en-1-yl)oxy)-4-oxobutanoic acid